4-[[2-[2-Fluoro-5-hydroxy-4-[1-(hydroxymethyl)cyclopropyl]phenyl]acetyl]amino]-N-[1-(trifluoromethyl)cyclopropyl]pyridine-2-carboxamide FC1=C(C=C(C(=C1)C1(CC1)CO)O)CC(=O)NC1=CC(=NC=C1)C(=O)NC1(CC1)C(F)(F)F